C(C)NS(=O)(=O)C1=C(C=CC(=C1)NC1=NC=CC=C1)C1=CN=C(S1)[C@@H]1CC[C@H](CC1)NC(OC(C)C)=O isopropyl trans-N-[4-[5-[2-(ethylsulfamoyl)-4-[(pyridin-2-yl)amino]phenyl]thiazol-2-yl]cyclohexyl]carbamate